FC1=CC(=C(OC=2C(=NC=NC2)N2CC3(CCN(C3)CC3=CC4=C(NC(N4)=O)C=C3)CC2)C=C1)C1=C(N=CS1)C(C)C 5-((7-(5-(4-fluoro-2-(4-isopropylthiazol-5-yl)phenoxy)pyrimidin-4-yl)-2,7-diazaspiro[4.4]nonan-2-yl)methyl)-1,3-dihydro-2H-benzo[d]imidazol-2-one